butyl 3-(pyridin-4-yloxy)azetidine-1-carboxylate N1=CC=C(C=C1)OC1CN(C1)C(=O)OCCCC